5-Fluoro-2-(trifluoromethyl)-pyridine FC=1C=CC(=NC1)C(F)(F)F